N-[(2S,3R,4S)-2-[(3'-chloro-2-fluoro[1,1'-biphenyl]-3-yl)methyl]-4-fluoro-1-(oxetane-2-carbonyl)pyrrolidin-3-yl]-methanesulfonamide ClC=1C=C(C=CC1)C1=C(C(=CC=C1)C[C@@H]1N(C[C@@H]([C@@H]1NS(=O)(=O)C)F)C(=O)C1OCC1)F